N1(CC1)CCC(=O)O.N1(CC1)CCC(=O)O.N1(CC1)CCC(=O)O.OCC(CO)(CC)CO 2,2-bishydroxymethylbutanol-tris[3-(1-aziridinyl) propionate]